2-(3-Cyanophenyl)-N-[(1S)-2-hydroxy-1,2-dimethyl-propyl]-3-[2-methyl-6-(trifluoromethyl)-4-pyridyl]imidazo[1,2-b]pyridazine-6-carboxamide C(#N)C=1C=C(C=CC1)C=1N=C2N(N=C(C=C2)C(=O)N[C@H](C(C)(C)O)C)C1C1=CC(=NC(=C1)C(F)(F)F)C